2,4,6-trifluoro-3-nitrophenol FC1=C(C(=CC(=C1[N+](=O)[O-])F)F)O